COC(CCC(C=1OC2=C(N1)C=C(C=C2)Cl)(F)F)=O 4,4-difluoro-4-(5-chlorobenzooxazol-2-yl)butanoic acid methyl ester